N-(2-Fluoro-6-(trifluoromethyl)benzyl)-2-(thiazol-5-yl)-5H-pyrrolo[3,2-d]pyrimidine-4-carboxamide FC1=C(CNC(=O)C=2C3=C(N=C(N2)C2=CN=CS2)C=CN3)C(=CC=C1)C(F)(F)F